N-methyl-3-oxo-[1,2,4]triazolo[4,3-a]pyridine-2(3H)-carboxamide dihydrochloride Cl.Cl.CNC(=O)N1N=C2N(C=CC=C2)C1=O